6-(2-methoxypyrimidin-5-yl)quinolin COC1=NC=C(C=N1)C=1C=C2C=CC=NC2=CC1